N-(3-(((1H-1,2,3-triazol-4-yl)methyl)carbamoyl)-8-(2-chloro-5-fluorophenyl)-6-oxo-5,6,7,8-tetrahydroimidazo[1,5-a]pyrazin-1-yl)benzo[d]isothiazole-3-carboxamide N1N=NC(=C1)CNC(=O)C1=NC(=C2N1CC(NC2C2=C(C=CC(=C2)F)Cl)=O)NC(=O)C2=NSC1=C2C=CC=C1